trisodium uridine-5'-triphosphate P([O-])(=O)(OP(=O)([O-])OP(=O)([O-])O)OC[C@@H]1[C@H]([C@H]([C@@H](O1)N1C(=O)NC(=O)C=C1)O)O.[Na+].[Na+].[Na+]